C(C)OC(=O)C1=NNC(=C1)C1=CC=C(C=C1)Br 5-(4-bromophenyl)-1H-pyrazole-3-carboxylic acid ethyl ester